tert-butyl (3aS,4S,5S,6aR)-4-fluoro-5-hydroxyhexahydrocyclopenta[c]pyrrole-2(1H)-carboxylate F[C@@H]1[C@H](C[C@H]2CN(C[C@H]21)C(=O)OC(C)(C)C)O